BrC=1C(=NC(=CC1)Cl)C(C(=O)OC)(C)C methyl 2-(3-bromo-6-chloropyridin-2-yl)-2-methylpropionate